C(C1=CC=CC=C1)N(CC(=O)NCCC1=CC(=C(C=C1)OC)OC)S(=O)(=O)C1=CC=C(C=C1)OC N~2~-benzyl-N~1~-[2-(3,4-dimethoxyphenyl)ethyl]-N~2~-[(4-methoxyphenyl)sulfonyl]glycinamide